3-amino-2-(4-(2-aminopropan-2-yl)-6-(4-fluorophenyl)pyridin-2-yl)-1,1,1-trifluoropropan-2-ol NCC(C(F)(F)F)(O)C1=NC(=CC(=C1)C(C)(C)N)C1=CC=C(C=C1)F